5-(5-(1-Aminocyclopropyl)-1,3,4-oxadiazol-2-yl)-N-(2,3-dihydro-1H-inden-2-yl)pyrimidin-2-amine NC1(CC1)C1=NN=C(O1)C=1C=NC(=NC1)NC1CC2=CC=CC=C2C1